C(C)(C)OC1=CC2=C(NC=N2)C=C1 5-isopropoxy-1H-benzo[d]imidazole